Azolin-1-yl-hexanoic acid N1(C=CCC1)C(C(=O)O)CCCC